CC1=CC=C(C=C1)[S@@](=O)OC1C[C@@H](CCC1C(C)C)C (1r,2S,5r)-(-)-menthol (S)-p-toluenesulfinate